5-(4-((4-chlorobenzyl)(4-chlorophenyl)amino)butyl)-N-hydroxyisoxazole-3-carboxamide ClC1=CC=C(CN(CCCCC2=CC(=NO2)C(=O)NO)C2=CC=C(C=C2)Cl)C=C1